C(#N)[C@H](CC1=C(C=C(C=C1)C=1C=C2C(NCC2=CC1)=O)F)NC(=O)[C@H]1OCCCNC1 (S)-N-((S)-1-cyano-2-(2-fluoro-4-(3-oxoisoindolin-5-yl)phenyl)ethyl)-1,4-oxazepane-2-carboxamide